FC(C=1N=C(N(N1)C1=NC=C(C=C1)C(=O)N1CCOCC1)C(C)N1C(C2=CC=CC=C2C1=O)=O)F 2-[1-[5-(difluoromethyl)-2-[5-(morpholine-4-carbonyl)-2-pyridinyl]-1,2,4-triazol-3-yl]ethyl]isoindoline-1,3-dione